FC(CN1C2=C(C=C(C1=O)C(=O)O)[C@H](OC=1C2=NC(=C(C1)OCCCOC)OC)C(C)C)F |r| (RS)-10-(2,2-Difluoroethyl)-6-isopropyl-2-methoxy-3-(3-methoxypropoxy)-9-oxo-9,10-dihydro-6H-pyrano[3,2-b:4,5-b']dipyridine-8-carboxylic acid